4-(((1R,4R)-4-Methoxycyclohexyl)amino)-N-(4-(4-methylpiperazin-1-yl)phenyl)-2-oxo-1,2-dihydropyridine-3-carboxamide COC1CCC(CC1)NC1=C(C(NC=C1)=O)C(=O)NC1=CC=C(C=C1)N1CCN(CC1)C